FC(C=1C=C(C=C(C1)C(F)(F)F)C1=NN(C=N1)C1=C(N=CN1CC#N)[N+](=O)[O-])(F)F 2-(5-(3-(3,5-bis(trifluoromethyl)phenyl)-1H-1,2,4-triazol-1-yl)-4-nitro-1H-imidazol-1-yl)acetonitrile